Cl.C(C)(C)C=1C=C(C=CC1OCCN1C[C@H](NCC1)C)N1C(N(C(C1(C)C)=O)C=1C=C(C(=NC1)C#N)C(F)(F)F)=S (R)-5-(3-(3-isopropyl-4-(2-(3-methylpiperazin-1-yl)ethoxy)phenyl)-4,4-dimethyl-5-oxo-2-thioxoimidazolidin-1-yl)-3-(trifluoromethyl)pyridinecarbonitrile hydrochloride